NC1=NN(C2=NC(=CC=C21)C2CC2)C(=O)C2=C(C(=CC=C2)C)C (3-amino-6-cyclopropyl-1H-pyrazolo[3,4-b]pyridin-1-yl)(2,3-dimethylphenyl)methanone